N-[(1R)-1-[3-(difluoromethyl)-2-fluoro-phenyl]ethyl]-5-(1,2,3,6-tetrahydropyridin-4-yl)-1H-indazole-7-carboxamide HCl Cl.FC(C=1C(=C(C=CC1)[C@@H](C)NC(=O)C=1C=C(C=C2C=NNC12)C=1CCNCC1)F)F